(6-bromopyridin-3-yl)-7-methyl-9-oxa-3,7-diazabicyclo[3.3.1]nonane BrC1=CC=C(C=N1)C12CNCC(CN(C1)C)O2